5,8-Difluoro-2,2-dimethyl-4a-phenyl-4,4a-dihydro-1H-pyrimido[1,2-a]quinolin-3(2H)-one FC=1C2(N(C3=CC=C(C=C3C1)F)CC(C(N2)=O)(C)C)C2=CC=CC=C2